7-chloroimidazo[1,2-a]pyridin-6-ol, hydrobromide salt Br.ClC1=CC=2N(C=C1O)C=CN2